ClC1=CN=C2N1C=C(C=N2)C=2C=CN1N=C(N=CC12)NC1CCC(CC1)(O)C (1s,4s)-4-((5-(3-chloroimidazo[1,2-a]pyrimidin-6-yl)pyrrolo[2,1-f][1,2,4]triazin-2-yl)amino)-1-methylcyclohexan-1-ol